COC(C1=CN=C(C(=C1)[N+](=O)[O-])\C=C(/CC)\C(=O)OCC)=O (E)-6-(2-(ethoxycarbonyl)but-1-en-1-yl)-5-nitronicotinic acid methyl ester